2,3-dimethoxy-benzoyl chloride COC1=C(C(=O)Cl)C=CC=C1OC